CC1(CCC(CC1)NC(NCC1=CC=C(C(=O)N)C=C1)=O)C 4-((3-(4,4-dimethylcyclohexyl)ureido)methyl)benzamide